3-((4-fluorophenyl)ethynyl)benzoic acid FC1=CC=C(C=C1)C#CC=1C=C(C(=O)O)C=CC1